(S)-2-(4-methoxy-4-oxobut-2-yn-1-yl)pyrrolidine-1-carboxylic acid tert-butyl ester C(C)(C)(C)OC(=O)N1[C@@H](CCC1)CC#CC(=O)OC